C1(CC1)N1CCC(CC1)(O)C1=C2C(=NC(=C1)N1[C@@H](COCC1)C)C(=NS2)C2=CC(=NN2C2OCCCC2)C 1-cyclopropyl-4-{3-[3-methyl-1-(oxan-2-yl)-1H-pyrazol-5-yl]-5-[(3R)-3-methylmorpholin-4-yl]-[1,2]thiazolo[4,5-b]pyridin-7-yl}piperidin-4-ol